CN(C(=O)C1=CC=C(C=C1)C1=CN=C(S1)NC(=O)C1N2C=CC=C2C(CC1)=O)C N-[5-[4-(dimethylcarbamoyl)phenyl]thiazol-2-yl]-8-oxo-6,7-dihydro-5H-indolizine-5-carboxamide